FC(CC)(OC1=CC=C(CNC(=O)C2N(C(CN(C2)S(=O)(=O)C2=CC=CC=C2)C)C(C(C)C)=O)C=C1)F N-(4-(1,1-difluoropropoxy)benzyl)-1-isobutyryl-6-methyl-4-(phenylsulfonyl)piperazine-2-carboxamide